N12C[C@H](C(CC1)CC2)OC(N[C@@H]2C(CCC1=CC(=CC=C21)C2=CC=C(C=C2)OC)(C)C)=O (S)-quinuclidin-3-yl((R)-6-(4-methoxyphenyl)-2,2-dimethyl-1,2,3,4-tetrahydronaphthalen-1-yl)carbamate